zinc (II) iodate I(=O)(=O)[O-].[Zn+2].I(=O)(=O)[O-]